N-ethyl-6,7-difluoro-N-(3-fluoro-5-((1-(trifluoromethyl)cyclopropyl)ethynyl)phenyl)-[1,2,4]triazolo[4,3-a]quinazolin-5-amine C(C)N(C1=NC=2N(C3=CC=C(C(=C13)F)F)C=NN2)C2=CC(=CC(=C2)C#CC2(CC2)C(F)(F)F)F